(R)-N-(3-(1-((2-amino-5-chloropyridin-3-yl)oxy)ethyl)phenyl)-2,3-dihydrobenzo[b]thiophene-6-carboxamide 1,1-dioxide NC1=NC=C(C=C1O[C@H](C)C=1C=C(C=CC1)NC(=O)C=1C=CC2=C(S(CC2)(=O)=O)C1)Cl